7-(3-(benzyloxy)naphthalen-1-yl)-8-fluoropyrido[4,3-d]pyrimidine-2,4-diol C(C1=CC=CC=C1)OC=1C=C(C2=CC=CC=C2C1)C1=C(C=2N=C(N=C(C2C=N1)O)O)F